p-benzenesulfonylhydrazine C1=CC=C(C=C1)S(=O)(=O)NN